CC1=C(C(=O)C=2C(=C(C=CC2)P(C2=CC=CC=C2)=O)C(C2=C(C=C(C=C2C)C)C)=O)C(=CC(=C1)C)C bis(2,4,6-trimethylbenzoyl)-diphenylphosphine oxide